2-methyl-6-morpholinomethylthio-thioxanthone CC1=CC=2C(C3=CC=C(C=C3SC2C=C1)SCN1CCOCC1)=O